NC1=C(C=C(C=C1C(=O)N)C1=CC(=NC=C1)N1CCNCC1)C1=C(C(=CC=C1C)O)C 2-amino-3'-hydroxy-2',6'-dimethyl-5-(2-(piperazin-1-yl)pyridin-4-yl)-[1,1'-biphenyl]-3-carboxamide